FC=1C=CC(=C2C=C(N(C12)CCNC1=NC=NC(=C1)C1=CC=C(C=C1)C1=CC(=NO1)O)C#N)OC 7-Fluoro-1-(2-{6-[4-(3-hydroxy-isoxazol-5-yl)-phenyl]-pyrimidin-4-ylamino}-ethyl)-4-methoxy-1H-indol-2-carbonitril